6-[5-[(1R)-1-(3,5-dichloro-4-pyridyl)ethoxy]-1H-indazol-3-yl]-1'-ethyl-spiro[4H-1,3-benzodioxine-2,4'-piperidine] ClC=1C=NC=C(C1[C@@H](C)OC=1C=C2C(=NNC2=CC1)C1=CC2=C(OC3(CCN(CC3)CC)OC2)C=C1)Cl